COC(C(O)C1=CC=C(C=C1)NC([C@H](CCCNC(=O)N)NC(=O)OCC1C2=CC=CC=C2C=2C=CC=CC12)=O)=O.FC(C(F)F)(OCC(F)(F)F)F 1,1,2,2-tetrafluoro-1-(2,2,2-trifluoroethoxy)ethane methyl-2-(4-((S)-2-((((9H-fluoren-9-yl)methoxy)carbonyl)amino)-5-ureidopentanamido)phenyl)-2-hydroxyacetate